CN(C(C=CCCCCCCC)=O)C N,N-dimethyl-n-decenamide